ClC1=C2C=C(N(C2=CC=C1Cl)C)C(=O)NC1(COC1)C1=CC=C(C=C1)[C@H](C(=O)O)CCC |r| (±)-2-{4-[3-(4,5-dichloro-1-methyl-1H-indole-2-amido)oxetan-3-yl]phenyl}pentanoic acid